I.C1(CC1)C1=CC(=NO1)C1=C(C=CC=C1Cl)Cl 5-cyclopropyl-3-(2,6-dichlorophenyl)isoxazole hydroiodide salt